5-(2-methyl-mercaptoethyl)hydantoin methyl-2-[5-[3-[2-(5-bromo-2-nitro-anilino)ethoxy]azetidin-1-yl]-1-methyl-pyrazol-4-yl]-6-methyl-pyridine-4-carboxylate COC(=O)C1=CC(=NC(=C1)C)C=1C=NN(C1N1CC(C1)OCCNC1=C(C=CC(=C1)Br)[N+](=O)[O-])C.CC(CC1C(NC(N1)=O)=O)S